CN1C(C2=C(C=C1)C=CN2S(=O)(=O)CC2=CC=CC=C2)=O 6-methyl-7-oxo-1-toluenesulfonyl-6,7-dihydro-1H-pyrrolo[2,3-c]pyridine